4-cyclopropyl-3-(propan-2-yloxy)benzoic acid C1(CC1)C1=C(C=C(C(=O)O)C=C1)OC(C)C